5-acetyl-1-(1-trityl-1H-pyrazol-4-yl)-4,6,7,8-tetrahydro-3H-9-oxa-2-thia-4-azabenzo[cd]azulen-3-one C(C)(=O)C=1NC(C=2SC(=C3OCCCC1C23)C=2C=NN(C2)C(C2=CC=CC=C2)(C2=CC=CC=C2)C2=CC=CC=C2)=O